2-methyl-N-((6-(trifluoromethyl)-pyridazin-3-yl)methyl)propan-1-amine CC(CNCC=1N=NC(=CC1)C(F)(F)F)C